N-(9-fluorenylmethoxycarbonyl)-L-threonine benzyl ester C(C1=CC=CC=C1)OC([C@@H](NC(=O)OCC1C2=CC=CC=C2C=2C=CC=CC12)[C@H](O)C)=O